cobalt chloride-boron salt [B].[Co](Cl)Cl